N-((8-fluoro-1,2,3,5,6,7-hexahydro-s-indacen-4-yl)carbamoyl)-4-hydroxy-4-methyl-5,6,7,8-tetrahydro-4H-5,8-methanocyclohepta[b]furan-2-sulfonamide FC=1C=2CCCC2C(=C2CCCC12)NC(=O)NS(=O)(=O)C1=CC2=C(O1)C1CCC(C2(C)O)C1